N(=C=O)CCC(CSSCC(CCN=C=O)N=C=S)N=C=S 2-isocyanatoethyl-2-isothiocyanatoethyl disulfide